C(C)(C)(C)OC(=O)N1CC(CC1)(\C=C\C1=CC=C(C=C1)C(F)(F)F)O 3-hydroxy-3-[(E)-2-[4-(trifluoromethyl)phenyl]vinyl]pyrrolidine-1-carboxylic acid tert-butyl ester